N-[31-(2,5-dioxo-2,5-dihydro-1H-pyrrole-1-yl)-29-oxo-4,7,10,13,16,19,22,25-octaoxa-28-azahentriacontan-1-oyl]-L-valyl-N6-(tert-butoxycarbonyl)-L-lysine O=C1N(C(C=C1)=O)CCC(NCCOCCOCCOCCOCCOCCOCCOCCOCCC(=O)N[C@@H](C(C)C)C(=O)N[C@@H](CCCCNC(=O)OC(C)(C)C)C(=O)O)=O